3-[4-[(E)-3-[4-(2-Chloroprop-2-enoxy)phenyl]-3-oxoprop-1-enyl]phenoxy]propanoic acid ClC(COC1=CC=C(C=C1)C(/C=C/C1=CC=C(OCCC(=O)O)C=C1)=O)=C